COC(=O)C=1N=NNC1 triazolecarboxylic acid methyl ester